tert-butyl (2R,3S,4S)-4-[(tert-butoxycarbonyl)oxy]-3-[3-(dimethylsulfamoyl)-4-fluorobenzoyloxy]-2-[(4-methoxyphenyl)methyl]pyrrolidine-1-carboxylate C(C)(C)(C)OC(=O)O[C@@H]1[C@H]([C@H](N(C1)C(=O)OC(C)(C)C)CC1=CC=C(C=C1)OC)OC(C1=CC(=C(C=C1)F)S(N(C)C)(=O)=O)=O